[2-(6-methoxy-2H-1,3-benzodioxol-5-yl)ethyl][(naphthalen-1-yl)methyl]amine COC=1C(=CC2=C(OCO2)C1)CCNCC1=CC=CC2=CC=CC=C12